2-(2,6-dioxopiperidin-3-yl)-4-((4-(piperazin-1-yl)piperidin-1-yl)methyl)isoindoline O=C1NC(CCC1N1CC2=CC=CC(=C2C1)CN1CCC(CC1)N1CCNCC1)=O